methyl 5-(1-tert-butoxycarbonylazetidin-3-yl)-3-methyl-isoxazole-4-carboxylate C(C)(C)(C)OC(=O)N1CC(C1)C1=C(C(=NO1)C)C(=O)OC